COC=1C=C(CN(C(=O)NC2=CC=C(C=C2)C(F)(F)F)C2(CCNCC2)C)C=CC1OCC1=NC=CC(=C1C)OCC(F)(F)F 1-{3-methoxy-4-{[3-methyl-4-(2,2,2-trifluoroethoxy)pyridin-2-yl]methoxy}benzyl}-1-(4-methylpiperidin-4-yl)-3-(4-trifluoromethylphenyl)urea